FCCCCCCCCOCCCCCCCCCCCCC mono-tridecyl fluorooctyl ether